COC1=C(CN2N=CC(=C2C(=O)OC)[N+](=O)[O-])C=CC(=C1)C(=O)OC methyl 1-(2-methoxy-4-(methoxycarbonyl) benzyl)-4-nitro-1H-pyrazole-5-carboxylate